methyl 6-hydroxy-3-nitro-5-(trifluoromethyl)pyridine-2-carboxylate OC1=C(C=C(C(=N1)C(=O)OC)[N+](=O)[O-])C(F)(F)F